(3aR,6aRS)-5-(2,5-dimethylpyrazol-3-yl)sulfonyl-2-(oxan-4-yl)-1,3,3a,4,6,6a-hexahydropyrrolo[3,4-c]pyrrole CN1N=C(C=C1S(=O)(=O)N1C[C@@H]2[C@@H](C1)CN(C2)C2CCOCC2)C |&1:11|